3,3'-di-tert-butyl-5,5'-dimethyl-[1,1'-biphenyl]-2,2'-diol C(C)(C)(C)C1=C(C(=CC(=C1)C)C=1C(=C(C=C(C1)C)C(C)(C)C)O)O